FC1=C(CC2N(CCN(C2)C2COC2)C(=O)N)C=CC(=C1)C(=O)NN (2-fluoro-4-(hydrazinecarbonyl)benzyl)-4-(oxetan-3-yl)piperazin-1-carboxamide